C(C1=CC=CC=C1)[C@H]1CN(CCN1S(=O)(=O)C)C1=NC=C2C(=N1)N(N=C2C=2C(=C(C(=C(C2)C(F)(F)F)F)O)F)C (S)-3-(6-(3-Benzyl-4-(methylsulfonyl)piperazin-1-yl)-1-methyl-1H-pyrazolo[3,4-d]pyrimidin-3-yl)-2,6-difluoro-5-(trifluoromethyl)phenol